C1CC12CCN(CC2)C2=C(C(=O)NC1=CC=NC3=CC(=CC=C13)C1CC1)C=CC(=C2)NS(=O)(=O)CCO 2-{6-azaspiro[2.5]octan-6-yl}-N-(7-cyclopropylquinolin-4-yl)-4-(2-hydroxyethylsulfonylamino)benzamide